COC1=CC(=CC(=C1O)O)/C=C/C(=O)NCCCN(CCCCNC(=O)/C=C/C2=CC(=C(C(=C2)OC)O)OC)C(=O)/C=C/C3=CC(=C(C(=C3)OC)O)O The molecule is a spermidine hydroxycinnamic acid conjugate in which N-1 and N-5 of spermidine have formed amide bonds with a molecule each of 5-hydroxyferulic acid and N-10 has formed an amide bond with sinapic acid. It derives from a ferulic acid and a trans-sinapic acid.